O1C(CC1)CN1C=NC2=C1C=C(S2)C(=O)O 1-(oxaCyclobutan-2-ylmethyl)-1H-thieno[2,3-d]imidazole-5-carboxylic acid